7-chloro-5-(5-fluoro-3-pyridinyl)-3-methyl-pyrazolo[1,5-a]Pyrimidine ClC1=CC(=NC=2N1N=CC2C)C=2C=NC=C(C2)F